C(C)OC(C(=O)C1=CC=CC=C1)C1=CC=CC=C1 2-ethoxy-2-phenylacetophenone